(4-(9,9-dimethylacridine-10(9H)-yl)-2,6-dimethylphenyl)magnesium bromide CC1(C2=CC=CC=C2N(C=2C=CC=CC12)C1=CC(=C(C(=C1)C)[Mg]Br)C)C